ClC=1C(=C(C=CC1OCC)C=1CSC2=CC(=CC=C2C1C1=CC=C(C=C1)O[C@@H]1CN(CC1)CCCF)O)F 3-(3-Chloro-4-ethoxy-2-fluorophenyl)-4-[4-[(3S)-1-(3-fluoropropyl)pyrrolidin-3-yl]oxyphenyl]-2H-thiochromen-7-ol